1,4-bis-t-butylperoxydiisopropylbenzene C(C)(C)(C)OOC1=C(C(=C(C=C1)OOC(C)(C)C)C(C)C)C(C)C